C(C)(=O)OCCCCCC\C=C/CCCl (7Z)-10-chloro-7-decenyl acetate